7-(2-methyl-4-chlorophenoxyacetoxyl)-4'-methylisoflavone CC1=C(OCC(OC2=CC=C3C(C(=COC3=C2)C2=CC=C(C=C2)C)=O)=O)C=CC(=C1)Cl